AMINOACRIDONE C1=CC=C2C(=C1)C(=O)C3=C(C=CC=C3N2)N